N1=C(N=C(N=C1)N)N [1,3,5]triazine-2,4-diamine